5-(7-chloro-2,3,5-trimethyl-1H-pyrrolo[2,3-c]pyridin-4-yl)-3,4-dihydroisoquinoline-2(1H)-carboxylic acid tert-butyl ester C(C)(C)(C)OC(=O)N1CC2=CC=CC(=C2CC1)C1=C2C(=C(N=C1C)Cl)NC(=C2C)C